2-(1-cyclopropylethyl)-6-(1-(ethylthio)ethyl)phenol C1(CC1)C(C)C1=C(C(=CC=C1)C(C)SCC)O